O=C1NC(CCC1N1C(C2=CC=CC(=C2C1=O)NC1CN(C1)C(=O)OC1=CC=C(C=C1)[N+](=O)[O-])=O)=O 4-nitrophenyl 3-{[2-(2,6-dioxopiperidin-3-yl)-1,3-dioxo-2,3-dihydro-1H-isoindol-4-yl]amino}azetidine-1-carboxylate